C1=CC(=C(C=C1F)F)C(=O)CCl 2'-chloro-2,4-difluoroacetophenone